2-[(1S)-1-cyclohexylethoxy]-4-(3-ethyl-4-methyl-5-oxo-4,5-dihydro-1H-1,2,4-triazol-1-yl)-5-fluorobenzoic acid C1(CCCCC1)[C@H](C)OC1=C(C(=O)O)C=C(C(=C1)N1N=C(N(C1=O)C)CC)F